(S)-3-(4-(((R)-7-fluoro-4-(6-((tetrahydro-2H-pyran-4-yl)oxy)pyridin-3-yl)-2,3-dihydro-1H-inden-1-yl)oxy)phenyl)hex-4-ynoic acid FC=1C=CC(=C2CC[C@H](C12)OC1=CC=C(C=C1)[C@H](CC(=O)O)C#CC)C=1C=NC(=CC1)OC1CCOCC1